N[C@@H](C)C(=O)O.OC(C[N+](C)(C)C)CC([O-])=O carnitine alanine salt